O=C1N(C(CC1)=O)C(=O)OCC1=CC=CC=C1 benzyl 2,5-dioxopyrrolidine-1-carboxylate